NC[Sn](CC)(CC)CN Bis(aminomethyl)diethyl-tin